CCCCCCCCCCCC(=O)NCC(=O)O The molecule is an N-acylglycine with an acyl group that is lauroyl. It has a role as a metabolite. It is a N-acylglycine and a fatty amide. It derives from a dodecanoic acid. It is a conjugate acid of a N-dodecanoylglycinate.